N-((4-(benzyloxy)-6-chloro-2-methylpyridin-3-yl)methylene)-2-methylpropane-2-sulfinamide C(C1=CC=CC=C1)OC1=C(C(=NC(=C1)Cl)C)C=NS(=O)C(C)(C)C